anilinopyridin-al N(C1=CC=CC=C1)C=1C(=NC=CC1)C=O